C1(CC1)C=1C=CC=2N(C1)C=C(N2)CN2N=NC(=C2)C(=O)NCC2=C(C(=CC=C2S(=O)C)OC)F 1-((6-cyclopropylimidazo[1,2-a]pyridin-2-yl)methyl)-N-(2-fluoro-3-methoxy-6-(methylsulfinyl)benzyl)-1H-1,2,3-triazole-4-carboxamide